Cl.O1COC2=C1C=CC(=C2)[C@H](C)N2CCNCC2 (S)-1-(1-(benzo[d][1,3]dioxol-5-yl)ethyl)piperazine hydrochloride